BrC=1C=C(C(=NC1)N1CCC(CC1)(O)C)[N+](=O)[O-] 1-(5-bromo-3-nitro-2-pyridyl)-4-methyl-piperidin-4-ol